N1=CC=C(C=C1)NC(=O)C=1C=C(C2=C(CCO2)C1)C(=O)N N5-(pyridin-4-yl)-2,3-dihydrobenzofuran-5,7-dicarboxamide